1-(3-methylbenzofuran-2-yl)ethan-1-one CC1=C(OC2=C1C=CC=C2)C(C)=O